7-(2-methyl-4-aminophenoxy)-[1,2,4]triazolo[1,5-a]pyridine CC1=C(OC2=CC=3N(C=C2)N=CN3)C=CC(=C1)N